FC=1C=C(C=C(C1OC1=C2C(=NC=C1)NC=C2C2(COC2)OC)F)NC(OC(C)(C)C)=O tert-butyl (3,5-difluoro-4-{[3-(3-methoxyoxetan-3-yl)-1H-pyrrolo[2,3-b]pyridin-4-yl]oxy}phenyl)carbamate